FC=1C=C(C=C(C1)F)C=1N(N=C2[C@@H](N(CCC21)C(=O)C2=NC=NN2C2CN(CC2)C(=O)OC(C)(C)C)C)C tert-butyl 3-[(1S)-5-[(7S)-3-(3,5-difluorophenyl)-2,7-dimethyl-5,7-dihydro-4H-pyrazolo[3,4-c]pyridine-6-carbonyl]-1,2,4-triazol-1-yl]pyrrolidine-1-carboxylate